CN1N=C(C=C1)S(=O)(=O)Cl 1-methyl-1H-pyrazole-3-sulfonyl chloride